(R)-1-(2-fluoropyridin-3-yl)ethyl (1-methyl-4-(5-(6-(trifluoromethyl)nicotinamido)pyridin-2-yl)-1H-1,2,3-triazol-5-yl)carbamate CN1N=NC(=C1NC(O[C@H](C)C=1C(=NC=CC1)F)=O)C1=NC=C(C=C1)NC(C1=CN=C(C=C1)C(F)(F)F)=O